N(=NC(C#N)CCC)C(C#N)CCC 2,2'-azobisvaleronitrile